Phosphoryl chloride HCl Cl.P(=O)(Cl)(Cl)Cl